ClC1=CC=C(C=C1)CC(=O)N(C(C)C)C1=C(C=C(C(=O)N[C@@H](CO)C2=CC=C(C=C2)S(=O)(=O)CC)C=C1)F (R)-4-(2-(4-chlorophenyl)-N-isopropylacetamido)-N-(1-(4-(ethylsulfonyl)phenyl)-2-hydroxyethyl)-3-fluorobenzamide